C1(CC1)C=1NC(=NN1)C=1C(=CC(=C(C1)NC(=O)C=1C=NN2C1C=CC(=C2)N2CCOCC2)C)F N-[5-(5-Cyclopropyl-4H-1,2,4-triazol-3-yl)-4-fluoro-2-methylphenyl]-6-morpholin-4-ylpyrazolo[1,5-a]pyridine-3-carboxamide